BrC=1C(=NC(=NC1)NC1=C(C=C(C(=C1)C)N1CCC(CC1)N1CCN(CCC1)C)Cl)NC1=C(C=CC(=C1)Cl)NS(=O)(=O)C N-(2-((5-bromo-2-((2-chloro-5-methyl-4-(4-(4-methyl-1,4-diazepan-1-yl)piperidin-1-yl)phenyl)amino)pyrimidin-4-yl)amino)-4-chlorophenyl)methanesulfonamide